OB1OC2=C(CC1)C=CC(=C2C(=O)O)OC2CN(C2)S(=O)(=O)C2=N(C=CC=C2)=O 2-hydroxy-7-{[1-(1-oxo-1λ5-pyridine-2-sulfonyl)azetidin-3-yl]oxy}-3,4-dihydro-2H-1,2-benzoxaborinine-8-carboxylic acid